ClC1=CC=C2C(=CNC2=C1N1N=CC=N1)S(=O)(=O)NC1=NC(=C(C(=N1)OC)C1C(C1)C#N)OC 6-chloro-N-[5-(2-cyanocyclopropyl)-4,6-dimethoxy-pyrimidin-2-yl]-7-(triazol-2-yl)-1H-indole-3-sulfonic acid amide